C1(CC1)C=1C(=NSC1C(=O)NC1=CC(=NC=C1)C(F)(F)F)C=1C=C2C=NNC2=CC1 4-cyclopropyl-3-(1H-indazol-5-yl)-N-(2-(trifluoromethyl)pyridin-4-yl)isothiazole-5-carboxamide